6-(1-((4-fluoro-3-methyl-2,3-dihydrobenzofuran-5-yl)sulfonyl)piperidin-4-yl)-7-methyl-[1,2,4]triazolo[1,5-a]pyridine FC1=C(C=CC2=C1C(CO2)C)S(=O)(=O)N2CCC(CC2)C=2C(=CC=1N(C2)N=CN1)C